ClC1=CC=C(CC2=NN(C(C3=CC=CC=C23)=O)NC(CC2=CC=C(C=C2)Cl)=O)C=C1 N-[4-(4-chlorobenzyl)-1-oxophthalazin-2(1H)-yl]-2-(4-chlorophenyl)acetamide